ClC1=C(C=CC(=C1)C)CC(COC)=O 1-(2-chloro-4-methylphenyl)-3-methoxypropan-2-one